tert-Butyl 4-(4-[3-cyano-4-[(1R)-1-cyclobutylethoxy] pyrazolo[1,5-a]pyridin-6-yl]-5-methyl-1,2,3-triazol-1-yl)piperidine-1-carboxylate C(#N)C=1C=NN2C1C(=CC(=C2)C=2N=NN(C2C)C2CCN(CC2)C(=O)OC(C)(C)C)O[C@H](C)C2CCC2